[N+](=[N-])=NC(=O)C1=NCNC1=[N+]=[N-] diazo(5-diazo-1H-imidazole-4-formamide)